C(C)N(C)C=NC1=CC(=C(C(=O)OCC2=CC(=CC=C2)C(F)(F)F)C=C1C)C 3-(trifluoromethyl)benzyl 4-(((ethyl(methyl)amino)methylene)amino)-2,5-dimethylbenzoate